tert-butyl (5-bromo-2-methylphenyl)carbamate BrC=1C=CC(=C(C1)NC(OC(C)(C)C)=O)C